C(C1=CC=CC=C1)OC1=NC(=CC=C1C1BOOC1)OCC1=CC=CC=C1 2,6-bis(benzyloxy)-3-(4,5-dioxaborolan-2-yl)pyridine